P-((5-(5-(chlorodifluoromethyl)-1,2,4-oxadiazol-3-yl)pyridin-2-yl)methyl)-N-(2,4-difluorophenyl)-P-methylphosphinic amide ClC(C1=NC(=NO1)C=1C=CC(=NC1)CP(NC1=C(C=C(C=C1)F)F)(=O)C)(F)F